1-[(5S,7S)-7-fluoro-5-phenyl-6,7-dihydro-5H-pyrrolo[1,2-b][1,2,4]triazol-2-yl]-5-methyl-pyrazole-3-carbonitrile F[C@H]1C[C@H](N2N=C(N=C21)N2N=C(C=C2C)C#N)C2=CC=CC=C2